SCCC sulfanylpropan